(7-methoxy-4-(1-methyl-3-phenyl-1H-pyrazol-4-yl)quinazolin-6-yl)-6-methylnicotinamide COC1=C(C=C2C(=NC=NC2=C1)C=1C(=NN(C1)C)C1=CC=CC=C1)C1=C(C(=O)N)C=CC(=N1)C